CN1C=C(C(=O)N)CC=C1 1-methyl-1,4-dihydronicotinamide